1-(2,3-dihydrobenzo[b][1,4]dioxin-6-yl)-4-nitro-1H-imidazole O1C2=C(OCC1)C=C(C=C2)N2C=NC(=C2)[N+](=O)[O-]